benzyl tert-butyl ((1S,2R,4S)-2-fluorocyclohexane-1,4-diyl)dicarbamate F[C@H]1[C@H](CC[C@@H](C1)NC(OC(C)(C)C)=O)NC(OCC1=CC=CC=C1)=O